(R)-5-(7-(4-Chloro-2-methyl-3-(trifluoromethyl)benzoyl)-2-(isopropylamino)-6-methyl-4-oxo-5,6,7,8-tetrahydropyrido[3,4-d]pyrimidin-3(4H)-yl)-N,1-dimethyl-1H-imidazole-2-carboxamide ClC1=C(C(=C(C(=O)N2CC=3N=C(N(C(C3C[C@H]2C)=O)C2=CN=C(N2C)C(=O)NC)NC(C)C)C=C1)C)C(F)(F)F